C(C1=CC=CC=C1)OC(=O)N[C@@H](C(=O)OCC1=CC=CC=C1)CNC(C1=CC(=CC(=C1)C=1C=NN(C1CO)C)F)=O (R)-benzyl 2-(((benzyloxy)carbonyl)amino)-3-(3-fluoro-5-(5-(hydroxymethyl)-1-methyl-1H-pyrazol-4-yl)benzamido)propanoate